O1COC2=C1C=CC(=C2)C=2C(=C1N(N2)CCC1)C=1C=C2C=NNC2=CC1 5-(2-(Benzo[d][1,3]dioxol-5-yl)-5,6-dihydro-4H-pyrrolo[1,2-b]pyrazol-3-yl)-1H-indazole